2-((4-Amino-3-(3-hydroxyphenyl)-1H-pyrazolo[3,4-d]pyrimidin-1-yl)methyl)-3-(2-chlorobenzyl)-5-(3-(2-methoxyethoxy)prop-1-ynyl)quinazolin-4(3H)-one NC1=C2C(=NC=N1)N(N=C2C2=CC(=CC=C2)O)CC2=NC1=CC=CC(=C1C(N2CC2=C(C=CC=C2)Cl)=O)C#CCOCCOC